2-amino-N-(3-(hydroxymethyl)bicyclo[1.1.1]pent-1-yl)-5-(4-((1s,5r)-3-(tetrahydro-2H-pyran-4-yl)-3-azabicyclo[3.1.0]hex-1-yl)phenyl)nicotinamide NC1=C(C(=O)NC23CC(C2)(C3)CO)C=C(C=N1)C1=CC=C(C=C1)[C@]13CN(C[C@@H]3C1)C1CCOCC1